2-fluoro-propan-1-ol FC(CO)C